Cl.N1(CCNCC1)C1=CC2=C(NC(O2)=O)C=C1 6-piperazin-1-yl-3H-1,3-benzoxazol-2-one hydrochloride